(S)-3-methyl-5-(methylthio)-3,6-dihydropyrazine-1(2H)-carboxylic acid tert-butyl ester C(C)(C)(C)OC(=O)N1C[C@@H](N=C(C1)SC)C